1,3-dimethyl-1,4'-biphenyl CC1(CC(=CC=C1)C)C1=CC=CC=C1